Cl.ClC=1C=CC(=C(C1)C(OC1=CC(=NN1CC1CCCCC1)CNC)([2H])[2H])F 1-[5-{[(5-Chloro-2-fluorophenyl)(2H2)methyl]oxy}-1-(cyclohexylmethyl)-1H-pyrazol-3-yl]-N-methylmethanamine hydrochloride